4-chloro-N-neopentyl-pyridineamide ClC1=CC(=NC=C1)C(=O)NCC(C)(C)C